6,8-dichloro-2-cyclopentyl-3-methyl-1,2,3,4-tetrahydroquinolin ClC=1C=C2CC(C(NC2=C(C1)Cl)C1CCCC1)C